C(C=C)(=O)OCCC[Si](OC)(OC)OC gamma-acryloyloxypropyl-trimethoxysilane